N(=[N+]=[N-])CC(=O)N(C1CC1)C(C(F)(F)F)C1=C(C(=CC=C1)Cl)F 2-azido-N-(1-(3-chloro-2-fluorophenyl)-2,2,2-trifluoroethyl)-N-cyclopropylacetamide